4-amino-N-(4-fluoro-3-methylphenyl)-2-methyl-2,4,5,6-tetrahydrocyclopenta[c]pyrrole-1-carboxamide NC1CCC2=C(N(C=C21)C)C(=O)NC2=CC(=C(C=C2)F)C